ClC([C@@H]1OC([C@@H]2N1CCC2)=O)(Cl)Cl (3S,7aR)-3-(trichloromethyl)-5,6,7,7a-tetrahydro-3H-pyrrolo[1,2-c]oxazol-1-one